Cl.ClC1=C(C(=CC(=C1)C(F)(F)F)Cl)C(CN)N 1-(2,6-dichloro-4-(trifluoromethyl)phenyl)-1,2-ethanediamine hydrochloride